N-(3-chloro-5-(methylsulfonylamino)phenyl)-1-methyl-2-phenyl-1H-imidazole-4-carboxamide ClC=1C=C(C=C(C1)NS(=O)(=O)C)NC(=O)C=1N=C(N(C1)C)C1=CC=CC=C1